ClC1=CC(=CC=2N1C(=NN2)[C@@H]2C[C@@H](CCC2)NC2=NC=C(C(=N2)OC2COC2)C(F)(F)F)C(=O)N 5-chloro-3-[(1S,3R)-3-[[4-(oxetan-3-yloxy)-5-(trifluoromethyl)pyrimidin-2-yl]amino]cyclohexyl]-[1,2,4]triazolo[4,3-a]pyridine-7-carboxamide